CC(C(=O)O)(C)N1N=NC=C1 2-methyl-2-(1H-1,2,3-triazol-1-yl)propanoic acid